OC=1C=C(C=CC1C(C)C)CCC=1C=CC(=C(C1)O)C(C)C 5-[2-(3-Hydroxy-4-propan-2-ylphenyl)ethyl]-2-propan-2-ylphenol